1-(pyridin-2-yl)methanamine N1=C(C=CC=C1)CN